cis-4-amino-1-[6-(3-cyano-5,6-difluoro-2-hydroxyphenyl)-3-(3,5-difluorophenyl)quinolin-4-yl]piperidine-3-carbonitrile N[C@@H]1[C@@H](CN(CC1)C1=C(C=NC2=CC=C(C=C12)C1=C(C(=CC(=C1F)F)C#N)O)C1=CC(=CC(=C1)F)F)C#N